ClC=1C(N(C(=CC1OCC1=NC=C(C=C1F)F)C)C1=CC(=NC=C1C)C1=NC(=NC=C1)S(=O)(=O)C)=O 3-chloro-4-((3,5-difluoropyridin-2-yl)methoxy)-5',6-dimethyl-2'-(2-(methylsulfonyl)pyrimidin-4-yl)-2H-[1,4'-bipyridin]-2-one